(S)-2-amino-N-methoxy-N-methylpropanamide N[C@H](C(=O)N(C)OC)C